C(C)(C)(C)C=1OC(=CC(C1)=C(C#N)C#N)C=CC1=CC=2C(CCN3CCC(C(C23)=C1)(C)C)(C)C 2-{2-tert-butyl-6-[2-(1,1,7,7-tetramethyl-2,3,6,7-tetrahydro-1H,5H-benzo[ij]quinolizin-9-yl)vinyl]-4H-pyran-4-ylidene}malononitrile